para-cumylphenol C(C)(C)(C1=CC=CC=C1)C1=CC=C(C=C1)O